N1=CC(=CC=C1)N=[N+]=[N-] pyridin-3-yl azide